FC=1C(=NC=C(C1)C(F)(F)F)[C@@H]1C[C@@H](C1)OC1=NC=C(C=C1)C1=CC(=NO1)OCOC 3-fluoro-2-[cis-3-({5-[3-(methoxymethoxy)isoxazol-5-yl]-pyridin-2-yl}oxy)cyclobutyl]-5-(trifluoromethyl)pyridine